4-(2-(3,4-difluorobenzyl)-1-(1-isopropylpiperidin-4-yl)-1H-benzo[d]imidazol-5-yl)-3,5-dimethylisoxazole FC=1C=C(CC2=NC3=C(N2C2CCN(CC2)C(C)C)C=CC(=C3)C=3C(=NOC3C)C)C=CC1F